1,3-dimethylpyrrolidine CN1CC(CC1)C